copper-iron oxygen [O].[Fe].[Cu]